C(C)OC(=O)C=1C(=NC(=NC1)Cl)NCC1CCOCC1 2-chloro-4-(((tetrahydro-2H-pyran-4-yl)methyl)amino)pyrimidine-5-carboxylic acid ethyl ester